C(C)OC(C(CC)(CC)NC(=O)C1=NC(=C(C=C1)Br)OC[C@H]1[C@@H](C1)COCC1=CC=CC=C1)=O |r| (rac)-trans-2-[[6-[[2-(benzyloxymethyl)cyclopropyl]methoxy]-5-bromo-pyridine-2-carbonyl]amino]-2-ethyl-butanoic acid ethyl ester